C(#N)C=1C=C(CC2=C(OCCCNC(OC(C)(C)C)=O)C=C(C=C2)F)C=CC1F tert-butyl (3-(2-(3-cyano-4-fluorobenzyl)-5-fluorophenoxy)propyl)carbamate